(3-bromo-2-methyl-pyridin-4-yl)-hydrazine BrC=1C(=NC=CC1NN)C